O=C1N(CC2=C(C=CC=C12)NC1=NC(=NC=C1)NCCCN1CCC(CC1)N1N=CC(=C1)C1=NC2=CC=CC=C2N=C1)C1C(NC(CC1)=O)=O 3-(1-oxo-4-((2-((3-(4-(4-(quinoxalin-2-yl)-1H-pyrazol-1-yl)piperidin-1-yl)propyl)amino)pyrimidin-4-yl)amino)isoindolin-2-yl)piperidine-2,6-dione